1-{[(2S,3R,4S)-4-amino-3-ethyl-5-oxopyrrolidin-2-yl]methoxy}-7-methoxyisoquinoline-6-carboxamide N[C@H]1[C@H]([C@H](NC1=O)COC1=NC=CC2=CC(=C(C=C12)OC)C(=O)N)CC